CC1=[N+](C=C(N=C1)C)[O-] 2,5-dimethylpyrazine-N-oxide